OC1=C(C#N)C=C(C=C1C1=CC2=C(NC=N2)C=C1)CCC 2-hydroxy-3-(1H-benzimidazol-5-yl)-5-propylbenzonitrile